FC(C1=CC=C(OC2CCC3=CC=C(C=C23)NC(C=C)=O)C=C1)(F)F N-(3-(4-(trifluoromethyl)-phenoxy)-2,3-dihydro-1H-inden-5-yl)acrylamide